3-[5-(3-{4-[6-amino-8-oxo-7-(4-phenoxyphenyl)purin-9-yl]-[1,4'-bipiperidin]-1'-yl}azetidin-1-yl)-3-methyl-2-oxo-1,3-benzodiazol-1-yl]piperidine-2,6-dione NC1=C2N(C(N(C2=NC=N1)C1CCN(CC1)C1CCN(CC1)C1CN(C1)C1=CC2=C(N(C(N2C)=O)C2C(NC(CC2)=O)=O)C=C1)=O)C1=CC=C(C=C1)OC1=CC=CC=C1